6-hydroxy-7-methoxyquinazoline OC=1C=C2C=NC=NC2=CC1OC